C(CCC)C1=NC2(C(N1CC1=CC(=C(C=C1)C1=NC=CC=C1S(=O)(=O)NC1=NOC(=C1C)C)COCC)=O)CCCC2 2-(4-((2-Butyl-4-oxo-1,3-diazaspiro[4.4]non-1-en-3-yl)methyl)-2-(ethoxymethyl)Phenyl)-N-(4,5-dimethylisoxazol-3-yl)pyridine-3-sulfonamide